O1CC/C(/C2=CC=CC=C12)=N/O (Z)-chroman-4-one oxime